C(C)N(C1=NS(C2=C1C=CC(=C2)B(O)O)(=O)=O)/N=C/C2=CC1=C(NC(N1C(C)C)=O)C=C2 [3-[ethyl-[(E)-(3-isopropyl-2-oxo-1H-benzimidazol-5-yl)methyleneamino]amino]-1,1-dioxo-1,2-benzothiazol-6-yl]boronic acid